C(C)(C)NC1=CC(=NC=C1C=1SC(=NN1)N1CCOCC1)C1=CC=C2N1N=CC(=C2)C#N 7-(4-(isopropylamino)-5-(5-morpholino-1,3,4-thiadiazol-2-yl)pyridin-2-yl)pyrrolo[1,2-b]pyridazine-3-carbonitrile